tetrahydro-6H-pyrazolo[3,4-c]pyridin N1NCC2C1=CNC=C2